9-(6-(1H-pyrazol-1-yl)-2-(trifluoromethyl)pyrimidin-4-yl)-1-(3,4-difluorophenyl)-1,9-diazaspiro[5.5]undecan-2-one N1(N=CC=C1)C1=CC(=NC(=N1)C(F)(F)F)N1CCC2(CCCC(N2C2=CC(=C(C=C2)F)F)=O)CC1